tert-Butyl (1-amino-3-(7-fluoro-2-oxo-1,2-dihydroquinolin-3-yl)-1-oxopropan-2-yl)carbamate NC(C(CC=1C(NC2=CC(=CC=C2C1)F)=O)NC(OC(C)(C)C)=O)=O